C(C)(C)N1CC=2C=C(C=NC2CC1)N 6-isopropyl-3-amino-5,6,7,8-tetrahydro-1,6-naphthyridine